(octadecyl) phosphite P(OCCCCCCCCCCCCCCCCCC)([O-])[O-]